BrCC=1C=C2C=CC(=CC2=CC1)C(=O)OC methyl 6-(bromomethyl)-2-naphthoate